C(C)(C)(C)OC(=O)N1[C@H](CN(CC1)C1=NC(=CC=C1)[Sn](C)(C)C)C.CC=1C=C(C=C(C1)C)NC(CO/N=C(\C)/C(CI)(C)C)=O (E)-N-(3,5-dimethylphenyl)-2-(((4-iodo-3,3-dimethylbut-2-ylidene)amino)oxy)acetamide tert-butyl-(S)-2-methyl-4-(6-(trimethylstannyl)pyridin-2-yl)piperazine-1-carboxylate